cholestatrien-3beta-ol C=C(C)C=CC=C(C)[C@H]1CC[C@H]2[C@@H]3CCC4C[C@H](CC[C@]4(C)[C@H]3CC[C@]12C)O